CC(\C=N\CCC=1C=NC=CC1)=C (E)-2-methyl-N-(2-(pyridin-3-yl)ethyl)prop-2-en-1-imine